The molecule is a cyclic nonapeptide hormone with amino acid sequence CYIQNCPLG that also acts as a neurotransmitter in the brain; the principal uterine-contracting and milk-ejecting hormone of the posterior pituitary. Together with the neuropeptide vasopressin, it is believed to influence social cognition and behaviour. It has a role as an oxytocic and a vasodilator agent. It is a peptide hormone and a heterodetic cyclic peptide. CC[C@H](C)[C@H]1C(=O)N[C@H](C(=O)N[C@H](C(=O)N[C@@H](CSSC[C@@H](C(=O)N[C@H](C(=O)N1)CC2=CC=C(C=C2)O)N)C(=O)N3CCC[C@H]3C(=O)N[C@@H](CC(C)C)C(=O)NCC(=O)N)CC(=O)N)CCC(=O)N